(R)-3-((5-(cyclopentanecarbonyl)-7-((2-(trimethylsilyl)ethoxy)methyl)-7H-pyrrolo[2,3-d]pyrimidin-4-yl)amino)piperidine-1-carboxylic acid tert-butyl ester C(C)(C)(C)OC(=O)N1C[C@@H](CCC1)NC=1C2=C(N=CN1)N(C=C2C(=O)C2CCCC2)COCC[Si](C)(C)C